benzyl ((5-(((2S,4S)-4-cyclohexylpyrrolidine-2-carboxamido)methyl)thiophen-3-yl)(imino)methyl)carbamate C1(CCCCC1)[C@@H]1C[C@H](NC1)C(=O)NCC1=CC(=CS1)C(=N)NC(OCC1=CC=CC=C1)=O